1,3-Bis(3-glycidyl-oxypropyl) tetramethyldisiloxan methyl 3-(6-fluoro-1-methyl-1H-indazole-3-carboxamido)-4-(piperidin-1-yl)benzoate FC1=CC=C2C(=NN(C2=C1)C)C(=O)NC=1C=C(C(=O)OC)C=CC1N1CCCCC1.C(C1CO1)OCCC[Si](O[Si](CCCOCC1CO1)(C)C)(C)C